FC(C)(F)C1=NC(=CC(=N1)NC1=CC(=NC=C1OCC)NC(C)=O)OC N-(4-((2-(1,1-difluoroethyl)-6-methoxypyrimidin-4-yl)amino)-5-ethoxypyridin-2-yl)acetamide